N1N=CC(=C1)C=1C=CC(=C(C1)O)C=1N=NC(=CC1)NC1CC(NC(C1)(C)C)(C)C 5-(1H-pyrazol-4-yl)-2-{6-[(2,2,6,6-tetramethylpiperidin-4-yl)amino]pyridazin-3-yl}phenol